ClC=1C(=NC(=NC1C)N1CC(C1)O)N[C@H](C)C1=C(C=C(C=C1)Cl)Cl (R)-1-(5-chloro-4-((1-(2,4-dichlorophenyl)ethyl)amino)-6-methylpyrimidin-2-yl)azetidin-3-ol